tricalcium carbonate C([O-])([O-])=O.[Ca+2].[Ca+2].[Ca+2].C([O-])([O-])=O.C([O-])([O-])=O